isopropyl 5-amino-3-(methoxymethyl)-1H-pyrazole-1-carboxylate NC1=CC(=NN1C(=O)OC(C)C)COC